3-thiophencarboxylic acid methyl ester COC(=O)C1=CSC=C1